2,2,2-Trifluoroethoxycarbonyl-(2,2,2-Trifluoroethoxy)Sulfonamide FC(COC(=O)NS(=O)(=O)OCC(F)(F)F)(F)F